BrC1=C2CCC(C2=C(C=C1)Cl)O 4-bromo-7-chloro-2,3-dihydro-1H-indene-1-ol